tert-Butyl 5-{[2-(5-chloropyridin-2-yl)imidazo[1,2-a]pyridin-3-yl]methyl}-2,5-diazabicyclo[2.2.2]octane-2-carboxylate ClC=1C=CC(=NC1)C=1N=C2N(C=CC=C2)C1CN1C2CN(C(C1)CC2)C(=O)OC(C)(C)C